FC(C(=O)O)(F)F.C(C)NC(C)=O N-Ethylacetamide trifluoroacetate